5-(1-Isopentyl-5-methyl-1,2,5,6-tetrahydropyridin-3-yl)-7H-pyrrolo[2,3-d]pyrimidine C(CC(C)C)N1CC(=CC(C1)C)C1=CNC=2N=CN=CC21